(R)-N-(1-(4-(3-chloro-4-(2-chloro-3-(6-methoxy-5-((((5-oxopyrrolidin-2-yl)methyl)amino)methyl)pyridin-2-yl)phenyl)pyridin-2-yl)-2-methoxybenzyl)piperidin-4-yl)acetamide ClC=1C(=NC=CC1C1=C(C(=CC=C1)C1=NC(=C(C=C1)CNC[C@@H]1NC(CC1)=O)OC)Cl)C1=CC(=C(CN2CCC(CC2)NC(C)=O)C=C1)OC